ClC1=C(C=C(C=C1)C(CC(=O)OCC)C1=C(C=2N(C=C1)C(=NN2)C(F)(F)F)C)CO Ethyl 3-(4-chloro-3-(hydroxymethyl)phenyl)-3-(8-methyl-3-(trifluoromethyl)-[1,2,4]triazolo[4,3-a]pyridine-7-yl)propanoate